(R)-5-(4-((6-bromopyridin-3-yl)methyl)morpholin-2-yl)-4-methylisobenzofuran BrC1=CC=C(C=N1)CN1C[C@H](OCC1)C1=C(C2=COC=C2C=C1)C